C(C)(C)(C)OC(NCCCCCCC(=O)NC=1SC2=C(N1)C=CC(=C2)OC)=O Tert-butyl(7-((6-methoxybenzo[d]thiazol-2-yl) amino)-7-oxoheptyl)carbamate